2-(2-furyl)-5-(methyl-sulfanyl)[1,2,4]triazolo[1,5-c]quinazoline O1C(=CC=C1)C1=NN2C(=NC=3C=CC=CC3C2=N1)SC